BrC1=C(C2=C(N=C(S2)NC(=O)C2CC2)C=C1)O N-(6-bromo-7-hydroxy-1,3-benzothiazole-2-yl)cyclopropanecarboxamide